1-t-butyl 2-methylpiperidine-1,2-dicarboxylate CC1(N(CCCC1)C(=O)OC(C)(C)C)C(=O)[O-]